COC=1C=C2C(=NC(=NC2=CC1OCCCCCCCN1CCCCC1)C)N[C@H](C)C1=CC(=CS1)C1=C(CN(C(OCCCC)=O)C)C=CC=C1 butyl (R)-2-(5-(1-((6-methoxy-2-methyl-7-((7-(piperidin-1-yl)heptyl)oxy)-quinazolin-4-yl)amino)ethyl)thiophen-3-yl)benzyl(methyl)carbamate